[C].C(CCCCCCCCCCCCCCC)S hexadecanethiol carbon